O[C@@H]1C[C@H](N(C1)C(=O)OCC=C)C(N[C@@H](C)C1=CC=C(C=C1)C1=C(N=CS1)C)=O (2S,4R)-allyl 4-hydroxy-2-(((S)-1-(4-(4-methylthiazol-5-yl)phenyl)ethyl)carbamoyl)pyrrolidine-1-carboxylate